O=C1NC(CCC1N1C(C2=CC=C(C=C2C1=O)OCCOCCN(C(OC(C)(C)C)=O)C)=O)=O tert-butyl (2-(2-((2-(2,6-dioxopiperidin-3-yl)-1,3-dioxoisoindolin-5-yl)oxy)ethoxy)ethyl)(methyl)carbamate